2-(oxazol-2-yl)thiophen O1C(=NC=C1)C=1SC=CC1